Sodium bicarbonate Sodium chloride [Cl-].[Na+].C([O-])(O)=O.[Na+]